8-((phenethylamino)methyl)dibenzo[b,f][1,4]thiazepin-11(10H)-one C(CC1=CC=CC=C1)NCC1=CC2=C(SC3=C(C(N2)=O)C=CC=C3)C=C1